2-(5-(3,5-dichlorophenyl)-5-(trifluoromethyl)-4,5-dihydroisoxazol-3-yl)-N-(2-methylallyl)-2,3-dihydro-1H-pyrrolo[3,4-c]pyridine-6-carboxamide ClC=1C=C(C=C(C1)Cl)C1(CC(=NO1)N1CC=2C=NC(=CC2C1)C(=O)NCC(=C)C)C(F)(F)F